ClC1=CC(=C(C=C1)C=1N=NN(C1)C[Si](C)(C)C)F [4-(4-chloro-2-fluoro-phenyl)triazol-1-yl]methyl-trimethyl-silane